phytyl alcohol C(\C=C(/C)\CCC[C@H](C)CCC[C@H](C)CCCC(C)C)O